COC=1C=C2C=C(C=NC2=CC1)C=1C=C2N(N1)CCC21CCN(CC1)C(=O)OC(C)(C)C tert-butyl 2'-(6-methoxyquinolin-3-yl)-5',6'-dihydrospiro[piperidine-4,4'-pyrrolo[1,2-b]pyrazole]-1-carboxylate